C1(CC1)C=1C=C(C=2N(C1)C=C(N2)CNC2=CC(=C(C=C2)S(=O)(=O)N)[N+](=O)[O-])F 4-(((6-cyclopropyl-8-fluoroimidazo[1,2-a]pyridin-2-yl)methyl)amino)-2-nitrobenzenesulfonamide